pentenyl-1,4-diazabicyclo[2.2.2]octane-1-ium bromide [Br-].C(=CCCC)[N+]12CCN(CC1)CC2